ammonium carbonate, ammonium salt [NH4+].C([O-])([O-])=O.[NH4+]